cis-3-Methyl-2-(2-pentenyl)-2-cyclopenten-1-one CC1=C(C(CC1)=O)C\C=C/CC